S1(NN=CC2=C1C=CC=C2)(=O)=O Benzothiadiazine-1,1-dione